6-chloro-naphthalen-1-ylamine ClC=1C=C2C=CC=C(C2=CC1)N